tert-butyl N-(2-{5-benzyl-2,5-diazabicyclo[2.2.1]heptan-2-yl}-2-oxoethyl)carbamate C(C1=CC=CC=C1)N1C2CN(C(C1)C2)C(CNC(OC(C)(C)C)=O)=O